ClC=1C=C(C=CC1)C=1C=C2CCC3(C(C2=CC1)NC(O[C@@H]1CN2CCC1CC2)=O)CC3 (S)-quinuclidin-3-yl (6'-(3-chlorophenyl)-3',4'-dihydro-1'H-spiro[cyclopropane-1,2'-naphthalen]-1'-yl)carbamate